C(C1=CC=CC=C1)OC(=O)N1C2(CC2)C=CC[C@@H](C1)NC(=O)OC(C)(C)C (S)-6-((tert-Butoxycarbonyl)amino)-4-azaspiro[2.6]non-8-ene-4-carboxylic acid benzyl ester